3-(3-(ethoxycarbonyl)-1-(2-isopropoxyethyl)thioureido)-4-methyl-1H-pyrrole-2-carboxylic acid ethyl ester C(C)OC(=O)C=1NC=C(C1N(C(=S)NC(=O)OCC)CCOC(C)C)C